COC1=C(C=CC(=C1)C1CCNCC1)NC1=NC=CC=N1 N-(2-methoxy-4-(piperidin-4-yl)phenyl)pyrimidin-2-amine